tert-butyl 3-methylsulfonyloxy-8-(2,2,2-trifluoroacetyl)-1,8-diazaspiro[4.5]decane-1-carboxylate CS(=O)(=O)OC1CN(C2(C1)CCN(CC2)C(C(F)(F)F)=O)C(=O)OC(C)(C)C